N-(3-Chloro-5-(2-(4-fluorophenyl)propan-2-yl)phenyl)-5-(2-(methylsulfonyl)propan-2-yl)benzo[b]thiophen-2-carboxamid ClC=1C=C(C=C(C1)C(C)(C)C1=CC=C(C=C1)F)NC(=O)C1=CC2=C(S1)C=CC(=C2)C(C)(C)S(=O)(=O)C